C(O)CCC methylolpropan